C(C(C)C)S(=O)(=O)C=1C=C(OC[C@H](CN[C@H]2COC3(C2)CCN(CC3)S(=O)(=O)C=3C=C2C=CC=NC2=CC3)O)C=CC1 (S)-1-(3-(isobutylsulfonyl)phenoxy)-3-((R)-8-(quinolin-6-ylsulfonyl)-1-oxa-8-azaspiro[4.5]decan-3-ylamino)propan-2-ol